pinacol diborate diboronate B(O)OBO.B(O)(O)OB(O)O.OC(C)(C)C(C)(C)O